diacryl-acetone ethyl-2,6-dimethyl-7-oxo-4-(2-phenylethynyl)-1H-pyrrolo[2,3-c]pyridine-3-carboxylate C(C)OC(=O)C1=C(NC=2C(N(C=C(C21)C#CC2=CC=CC=C2)C)=O)C.C(=O)(C=C)C(C(C)=O)C(=O)C=C